[Na].C(C=C)(=O)N1CCN(CC1)C(C=C)=O 1,4-Bis(acryloyl)piperazin sodium